O=C(CC)C1=C(O)C=C(C(=C1O)CC=C(C)C)O 2-(1-oxopropyl)-4-prenylphloroglucinol